C1(CC1)N1C(C(C2=CC=CC=C12)=O)=O 1-cyclopropylindole-2,3-dione